4-((4-aminophenyl)methyl)-3-naphthylaniline NC1=CC=C(C=C1)CC1=C(C=C(N)C=C1)C1=CC=CC2=CC=CC=C12